Cl.NC=1SC=C(N1)C 2-Amino-4-methylthiazole hydrochloride